FC1=C(C=CC=C1)CN1C2=NC(=NC(=C2N=C1)NC)C(F)(F)F 9-[(2-fluorophenyl)methyl]-N-methyl-2-(trifluoromethyl)-9H-purin-6-amine